C1(=CC=CC=C1)CC(CC1=CC(=CC=C1)C(F)(F)F)=O 1-phenyl-3-(3-(trifluoromethyl)phenyl)propan-2-one